tert-butyl {[26-(4-{2-butyl-4-(tert-butylamino)-1H-thieno[3,2-b]imidazo[4,5-d]pyridin-7-yl}hexahydropyridin-1-yl)-3,6,9,12,15,18,21,24-octaoxahexacosan-1-yl]amino}carboxylate C(CCC)C1=NC=2C(=C3C(=NC2NC(C)(C)C)C=C(S3)C3CCN(CC3)CCOCCOCCOCCOCCOCCOCCOCCOCCNC(=O)OC(C)(C)C)N1